6H-PYRIMIDO[5,4-B][1,4]OXAZINE-7(8H)-ONE N1=CN=CC=2OCC(NC21)=O